(2R)-2-[6-[5-chloro-3-(2-methyl-6-morpholin-4-ylpyridin-4-yl)oxypyridin-2-yl]pyridin-3-yl]-2-fluoroethanamine ClC=1C=C(C(=NC1)C1=CC=C(C=N1)[C@H](CN)F)OC1=CC(=NC(=C1)N1CCOCC1)C